BrC1=C(C(=CC(=C1O)Br)/C=N/C1=CC2=C(NC(=N2)C2=CC(=CC(=C2)OC)OC)C=C1)O (E)-2,4-dibromo-6-(((2-(3,5-dimethoxyphenyl)-1H-benzo[d]imidazol-5-yl)imino)methyl)benzene-1,3-diol